C1(CC1)N1N=C(C(=N1)CN(C(OC(C)(C)C)=O)C)C1=C(C(=CC(=C1)F)[N+](=O)[O-])F tert-butyl ((2-cyclopropyl-5-(2,5-difluoro-3-nitrophenyl)-2H-1,2,3-triazol-4-yl)methyl)(methyl)carbamate